C(CC=CCCOC1=C(C=O)C=CC=C1OCC)OC1=C(C=O)C=CC=C1OCC 4'-(hex-3-ene-1,6-diylbis(oxy))bis(3-ethoxybenzaldehyde)